C(C)(C)(C)N1CC(C1)S(=O)(=O)C1=C(C(=C(C=C1)I)C=1N=NN(N1)CC1=CC=C(C=C1)OC)S(N(CC1=CC=C(C=C1)OC)CC1=CC=C(C=C1)OC)(=O)=O tert-butyl-3-((2-(N,N-bis(4-methoxybenzyl)sulfamoyl)-4-iodo-3-(2-(4-methoxybenzyl)-2H-tetrazol-5-yl)phenyl)sulfonyl)azetidine